BrC1=CC=C(C=C1)C(=C(C#N)C#N)O 2-((4-bromophenyl)(hydroxy)methylene)malononitrile